methyl 4-(3-(4-(N-(tert-butoxycarbonyl)-N-(2-phenylcyclopropyl)glycyl)piperazin-1-yl)-3-oxopropyl)benzoate C(C)(C)(C)OC(=O)N(CC(=O)N1CCN(CC1)C(CCC1=CC=C(C(=O)OC)C=C1)=O)C1C(C1)C1=CC=CC=C1